pentaerythritol tetrakis(methyl-(3,5-di-tert-butyl-4-hydroxyphenyl) propionate) CC(C(=O)OCC(COC(C(C)(C1=CC(=C(C(=C1)C(C)(C)C)O)C(C)(C)C)C)=O)(COC(C(C)(C1=CC(=C(C(=C1)C(C)(C)C)O)C(C)(C)C)C)=O)COC(C(C)(C1=CC(=C(C(=C1)C(C)(C)C)O)C(C)(C)C)C)=O)(C)C1=CC(=C(C(=C1)C(C)(C)C)O)C(C)(C)C